4-((4-aminophenyl)sulfonyl)-1-(4-(trifluoromethyl)thiazol-2-yl)piperazin-2-one NC1=CC=C(C=C1)S(=O)(=O)N1CC(N(CC1)C=1SC=C(N1)C(F)(F)F)=O